BrC(C1=C(C=CC=C1)C1=NNC(=C1O)C)(Br)Br 3-(2-(tribromomethyl)phenyl)-5-methyl-pyrazol-4-ol